N-(5-chloro-6-fluoro-1H-indol-3-yl)-5-(3-methoxyphenyl)isoindoline-2-carboxamide ClC=1C=C2C(=CNC2=CC1F)NC(=O)N1CC2=CC=C(C=C2C1)C1=CC(=CC=C1)OC